2-(3-Benzoyl-phenyl)-N-(2-isopropyl-4-oxo-4H-quinazolin-3-yl)-propionamide C(C1=CC=CC=C1)(=O)C=1C=C(C=CC1)C(C(=O)NN1C(=NC2=CC=CC=C2C1=O)C(C)C)C